vinyl-isobutylacrylamide C(=C)C=C(C(=O)N)CC(C)C